CN1N=C(C2=CC(=CC=C12)C(=O)NC=1C=CC=2N(C1)C=C(N2)C2N(CCC2)C)C2CNCC2 1-methyl-N-[2-(1-methylpyrrolidin-2-yl)imidazo[1,2-a]pyridin-6-yl]-3-(pyrrolidin-3-yl)-1H-indazole-5-carboxamide